C1(CCCCC1)C1=C(OC2(CC2)C(=O)NS(=O)(=O)C2=CC=CC(=N2)N2CC(C2)(C)NC(OC(C)(C)C)=O)C(=CC=C1)C Tert-butyl (1-(6-(N-(1-(2-cyclohexyl-6-methylphenoxy)cyclopropane-1-carbonyl)sulfamoyl)pyridin-2-yl)-3-methylazetidin-3-yl)carbamate